OC=1C=CC2=CC=C(C=C2C1)S(=O)(=O)O 3-hydroxy-naphthalene-6-sulfonic acid